S(CCC(C(=O)[O-])CC1=CC(=C(C(=C1)C(C)(C)C)O)C(C)(C)C)CCC(C(=O)[O-])CC1=CC(=C(C(=C1)C(C)(C)C)O)C(C)(C)C 2,2'-thio-diethylenebis[3-(3,5-di-t-butyl-4-hydroxyphenyl) propionate]